NC=1N=NC(=CC1C=1C=NN(C1)C1CCN(CC1)C1CCC(CC1)C1=CC=CC=2N(CCOC21)[C@H]2C(NC(CC2)=O)=O)C2=C(C=CC=C2)O (3R)-3-[8-[4-[4-[4-[3-amino-6-(2-hydroxyphenyl)pyridazin-4-yl]pyrazol-1-yl]-1-piperidyl]cyclohexyl]-2,3-dihydro-1,4-benzoxazin-4-yl]piperidine-2,6-dione